trans-6-(6-chloro-4-(3-(hydroxymethyl)morpholin-2-yl)pyridin-2-yl)-N-methylpyrimidine-4-carboxamide ClC1=CC(=CC(=N1)C1=CC(=NC=N1)C(=O)NC)[C@H]1[C@@H](NCCO1)CO